BrC=1C(=NN2C1CO[C@H]([C@H]2C)C)C2=CC=C(C=C2)F |r| (Racemic)-cis-3-bromo-2-(4-fluorophenyl)-6,7-dimethyl-6,7-dihydro-4H-pyrazolo[5,1-c][1,4]oxazine